OC(=O)C(F)(F)F.FC=1C=C(NC2C(NC(CC2)=O)=O)C=CC1C1CCNCC1 3-[3-fluoro-4-(4-piperidyl)anilino]piperidine-2,6-dione TFA salt